2-(4-(3-(aminomethyl)isoquinolin-1-yl)phenyl)propan-2-ol NCC=1N=C(C2=CC=CC=C2C1)C1=CC=C(C=C1)C(C)(C)O